ClC1=NN=C(C2=CC(=CC=C12)S(=O)(=O)Cl)Cl 1,4-dichloro-6-chlorosulfonyl-phthalazine